6-chloro-1-cyclopropyl-1,5-dihydro-4H-pyrazolo[3,4-d]pyrimidin-4-one ClC=1NC(C2=C(N1)N(N=C2)C2CC2)=O